[N+](=O)([O-])C1=C(C=C(C(=O)O)C=C1C)C 4-nitro-3,5-dimethylbenzoic acid